ethyl 1-(1-(2,5-dimethoxyphenyl) ethyl)-1H-imidazole-5-carboxylate COC1=C(C=C(C=C1)OC)C(C)N1C=NC=C1C(=O)OCC